FC(OC1=CC=C(C=C1)N1CC2=C(C1)CN(C2)C(=O)OC(C)(C)C)(F)F tert-butyl 5-[4-(trifluoromethoxy) phenyl]-1H,2H,3H,4H,5H,6H-pyrrolo[3,4-c]pyrrole-2-carboxylate